C1(OC(C(F)(C)O1)(F)F)=O methyltrifluoroethylene carbonate